Cl.FC=1C=C(C=2C=CC=NC2C1)N[C@H]1CNCC1 (R)-7-fluoro-N-(pyrrolidin-3-yl)quinolin-5-amine hydrochloride